4-fluoro-2-(methoxy-d3)-6-[5-(6-{[(2S)-1-(1H-tetrazol-1-yl)propan-2-yl]oxy}pyridin-2-yl)-3H-imidazo[4,5-b]pyridin-3-yl]benzonitrile FC1=CC(=C(C#N)C(=C1)N1C=NC=2C1=NC(=CC2)C2=NC(=CC=C2)O[C@H](CN2N=NN=C2)C)OC([2H])([2H])[2H]